OC(=O)C(F)(F)F.CC1=CC=CC(=N1)C=1C(=C2N(N1)CCC2)C=2C=C1C=C(C=NC1=CC2)OCCCCN 4-((6-(2-(6-methylpyridin-2-yl)-5,6-dihydro-4H-pyrrolo[1,2-b]pyrazol-3-yl)quinolin-3-yl)oxy)butan-1-amine TFA salt